C(C)(C)(C)OC(=O)CCOC1=CC=C(C=C)C=C1 4-(2'-t-butoxycarbonylethyloxy)styrene